C[SiH](C)[NH-].C[SiH](C)[NH-].[Sc+2] scandium bis(dimethylsilylamide)